5-(7-(2-cyclopropyl-5-ethoxy-4-methylbenzyl)-2,7-diazaspiro[3.5]nonan-2-yl)picolinic acid C1(CC1)C1=C(CN2CCC3(CN(C3)C=3C=CC(=NC3)C(=O)O)CC2)C=C(C(=C1)C)OCC